C(C)(C)(C)OC(=O)ON=C(C#N)C1=CC=CC=C1 2-(tert-Butoxycarbonyloxyimino)-2-phenylacetonitrile